C(C)N(C(=O)OC=1C(=CC(=C(C1)SSSSSSC1=C(C=C(C(=C1)OC(=O)N(CC)CC)Cl)C)C)Cl)CC bis(5-diethylaminocarbonyloxy-4-chloro-2-methylphenyl) hexasulfide